C(CCCCCCCC)[Si](OCC)(CCCCCCCCC)CCCCCCCCC tri-n-nonylethoxysilane